O=C1NC(CCC1NC=1C=C2CN(CC2=CC1)CC(=O)N1CCN(CC1)C1=CC=C(C=N1)C=1C=C2C(=NC1)NC=C2C(C2=C(C(=CC=C2F)NS(N(C)CC)(=O)=O)F)=O)=O 5-[6-[4-[2-[5-[(2,6-dioxo-3-piperidyl)amino]isoindolin-2-yl]acetyl]piperazin-1-yl]-3-pyridyl]-3-[3-[[ethyl-(methyl)sulfamoyl]amino]-2,6-difluoro-benzoyl]-1H-pyrrolo[2,3-b]pyridine